(10s,10ar)-9-amino-10-(4-bromophenyl)-N-(4-hexyloxyphenyl)-6-methyl-octahydropyrrolo[1,2-a][1,4]Diazocine-2(1H)-carboxamide NC1[C@@H]([C@H]2N(C(CCCN(C2)C(=O)NC2=CC=C(C=C2)OCCCCCC)C)C1)C1=CC=C(C=C1)Br